2,3,6-trimethyl-phenol CC1=C(C(=CC=C1C)C)O